4-Amino-7-iodo-1-(2-chlorophenyl)-2-oxo-1,2-dihydroquinoline-3-carboxylic acid methyl ester COC(=O)C=1C(N(C2=CC(=CC=C2C1N)I)C1=C(C=CC=C1)Cl)=O